1-vinyl-3-methylimidazolium hexafluoroantimonate F[Sb-](F)(F)(F)(F)F.C(=C)N1C=[N+](C=C1)C